N[C@H](C(=O)N1[C@@H]([C@H]2C([C@H]2C1)(C)C)C(=O)NC(C)(C#N)C=1C=NC=C(C1)Cl)C(C)(C)C (1R,2S,5S)-3-[(2S)-2-amino-3,3-dimethyl-butanoyl]-N-[1-(5-chloro-3-pyridyl)-1-cyano-ethyl]-6,6-dimethyl-3-azabicyclo[3.1.0]hexane-2-carboxamide